C(=O)N[C@H]1CC(=O)OC1=O N-formyl-L-aspartic anhydride